2-(4-Fluorophenyl)-3-{2-methyl-4-[(2-methylprop-2-en-1-yl)oxy]phenyl}-1,3-thiazolidin-4-one FC1=CC=C(C=C1)C1SCC(N1C1=C(C=C(C=C1)OCC(=C)C)C)=O